2-oxo-ethyl-1H-pyrazole-5-carboxamide O=CCN1N=CC=C1C(=O)N